C(C)(C)(C)N(C(O)=O)[C@H](C)C1=C(C(=C(C=C1)Br)F)Cl.C(#N)C(C(=O)NC=1C=C2C(=CC(=NC2=CC1)C1=CN=CS1)O[C@@H](COC)C)C 2-Cyano-N-(4-(((R)-1-methoxyprop-2-yl)oxy)-2-(thiazol-5-yl)quinolin-6-yl)propanamide tert-butyl-(R)-(1-(4-bromo-2-chloro-3-fluorophenyl)ethyl)carbamate